4-(4-Methylpiperidin-1-yl)pyrimidin-2-amine CC1CCN(CC1)C1=NC(=NC=C1)N